(R)-Methyl 3-((2-amino-5-bromopyridin-3-yl)amino)butanoate NC1=NC=C(C=C1N[C@@H](CC(=O)OC)C)Br